6-(4-amino-4-phenylpiperidin-1-yl)-3-(4-chloro-2-(difluoromethyl)-2H-indazole-5-yl)-1H-pyrazolo[3,4-d]pyrimidine-4-carbonitrile NC1(CCN(CC1)C1=NC(=C2C(=N1)NN=C2C2=C(C1=CN(N=C1C=C2)C(F)F)Cl)C#N)C2=CC=CC=C2